3-fluoro-N-methyl-5-(piperazin-1-yl)pyridine-2-carboxamide cesium thiophenolate C1(=CC=CC=C1)[S-].[Cs+].FC=1C(=NC=C(C1)N1CCNCC1)C(=O)NC